1-((tetrahydro-2H-pyran-4-yl)methyl)-1H-pyrazole-4-carbonitrile O1CCC(CC1)CN1N=CC(=C1)C#N